FC=1C=C(CNC(=O)C2=CC=C(S2)C2=C(C(=NC(=C2C(=O)N)CC(C)C)CCCC(C)C)C=2OC(=NN2)C)C=CC1F 4-(5-((3,4-difluorobenzyl)carbamoyl)thiophen-2-yl)-2-isobutyl-5-(5-methyl-1,3,4-oxadiazol-2-yl)-6-(4-methylpentyl)nicotinamide